FC(C1=CC(=NC=N1)CC(C#C[Si](C(C)C)(C(C)C)C(C)C)O)(F)F (6-trifluoromethyl-pyrimidin-4-yl)-4-triisopropylsilyl-but-3-yn-2-ol